di(4-bromophenyl) ketone BrC1=CC=C(C=C1)C(=O)C1=CC=C(C=C1)Br